CN(S(=O)(=O)N(C(C)CC1=CC=CC=C1)CC#C)C (N,N-dimethylaminosulfonyl)-N-(2-propynyl)amphetamine